CN(C=1C=C(C=CC1)C1=CC=C(C=C1)CC(=O)N)C1=NC=2N(C3=CC(=CC=C13)[N+](=O)[O-])C=NN2 (3'-(methyl(8-nitro-[1,2,4]triazolo[4,3-a]quinazolin-5-yl)amino)-[1,1'-biphenyl]-4-yl)acetamide